6,6-dimethyl-11-phenyl-1,4,9-trioxadispiro[4.2.48.25]tetradec-11-ene CC1(C2(OCCO2)CCC2(C1)OCC(=C2)C2=CC=CC=C2)C